FC1=C(C(=CC=C1NS(=O)(=O)C=1C(=NC=C(C1)F)OC)F)COC=1C=C2C(=NC1)N(C(N2C)=O)C(=O)[O-] 6-[[2,6-difluoro-3-(5-fluoro-2-methoxypyridine-3-sulfonamido)phenyl]methoxy]-1-methyl-2-oxoimidazo[4,5-b]pyridine-3-carboxylate